C(C)(C)C1=C(C=CC=C1)C1(NC=C(C(=N1)NC1=CC=C2CCNCC2=C1)C=1C=NN(C1)C)N 2-(2-isopropylphenyl)-5-(1-methyl-1H-pyrazol-4-yl)-N4-(1,2,3,4-tetrahydroisoquinolin-7-yl)pyrimidine-2,4-diamine